CN1CCN(CC1)C1=CC=C(C=C1)NC(=O)C=1C(NC=CC1NC1CCN(CC1)C1=CC=NC=C1)=O N-(4-(4-Methylpiperazin-1-yl)phenyl)-2-oxo-4-((1-(pyridin-4-yl)piperidin-4-yl)amino)-1,2-dihydropyridine-3-carboxamide